2-AZETIDINYL-7-METHYL-8-OXO-6-(TRIFLUOROMETHYL)-7,8-DIHYDROPYRIMIDO[5,4-D]PYRIMIDINE N1(CCC1)C=1N=CC2=C(N1)C(N(C(=N2)C(F)(F)F)C)=O